rac-(3ar,7as)-3-(2H-[1,3]dioxolo[4,5-e][1,3]benzothiazol-7-yl)-5-(oct-3-yl)octahydro-2H-imidazo[4,5-c]pyridin-2-one O1COC=2C=CC3=C(N=C(S3)N3C(N[C@@H]4[C@H]3CN(CC4)C(CC)CCCCC)=O)C21 |r|